ClC=1C=C(CN2N=C3N([C@H](CCC3)C(=O)N3C[C@H](CC3)O)C2=O)C=CC1F |&1:9| (5RS)-2-(3-Chloro-4-fluorobenzyl)-5-{[(3S)-3-hydroxypyrrolidin-1-yl]carbonyl}-5,6,7,8-tetrahydro[1,2,4]triazolo[4,3-a]pyridin-3(2H)-one